The molecule is a pentacyclic triterpenoid that is 9beta,19-cyclolanost-23-ene substituted by an oxo group at position 3 and hydroxy groups at positions 7 and 25. It has been isolated from the leaves of Combretum quadrangulare. It has a role as a plant metabolite. It is a diol, a pentacyclic triterpenoid, a cyclic terpene ketone and a 3-oxo-5alpha-steroid. It derives from a hydride of a cycloartane. C[C@H](C/C=C/C(C)(C)O)[C@H]1CC[C@@]2([C@@]1(CC[C@]34[C@H]2[C@H](C[C@@H]5[C@]3(C4)CCC(=O)C5(C)C)O)C)C